3-((7-bromo-2,6-dichloro-8-fluoroquinazolin-4-yl)amino)azetidine-1-carboxylate BrC1=C(C=C2C(=NC(=NC2=C1F)Cl)NC1CN(C1)C(=O)[O-])Cl